N-(4-iodo-2,5-dimethylphenyl)-1-(1-methoxypropan-2-yl)pyrazolo[4,3-b]pyridin-5-amine IC1=CC(=C(C=C1C)NC1=CC=C2C(=N1)C=NN2C(COC)C)C